FC1=C(C2=C(C=C(C=C2C=C1)OCOC)B1OC(C(O1)(C)C)(C)C)CCCCC(=O)OC Methyl 5-(2-fluoro-6-(methoxymethoxy)-8-(4,4,5,5-tetramethyl-1,3,2-dioxaborolan-2-yl)naphthalen-1-yl)pentanoate